(2S)-2-{[(1S)-1-(3,4-dihydro-2H-1-benzopyran-6-yl)ethyl]amino}-5,5-dimethylhexanoic acid O1CCCC2=C1C=CC(=C2)[C@H](C)N[C@H](C(=O)O)CCC(C)(C)C